4-(3,6-diazabicyclo[3.1.1]heptane-3-yl)-2-(2,6-dioxopiperidin-3-yl)-5-fluoroisoindoline C12CN(CC(N1)C2)C2=C1CN(CC1=CC=C2F)C2C(NC(CC2)=O)=O